8-((2s,5r)-4-(1-(4-cyano-2-fluorophenyl)ethyl)-2,5-dimethylpiperazin-1-yl)-5-methyl-6-oxo-5,6-dihydro-1,5-naphthyridine-2-carbonitrile C(#N)C1=CC(=C(C=C1)C(C)N1C[C@@H](N(C[C@H]1C)C1=CC(N(C=2C=CC(=NC12)C#N)C)=O)C)F